N-(9-anthryl)isoquinolinium C1=CC=CC2=CC3=CC=CC=C3C(=C12)[N+]1=CC2=CC=CC=C2C=C1